C(C)P(C=1C=CC=2NC3=CC=C(C=C3C2C1)P(CC)CC)CC 3,6-bis(diethylphosphino)-9H-carbazole